CC1(OC2(CN(C2)C#N)CNC1)C 6,6-dimethyl-5-oxa-2,8-diazaspiro[3.5]nonane-2-carbonitrile